FC1=CC(=C(C=C1)C1=CC=C2CNC(C2=C1)=O)C=1N(C=CN1)C 6-(4-Fluoro-2-(1-methyl-1H-imidazol-2-yl)phenyl)isoindolin-1-one